NC1=NC=2C3=C(C(CC2C=N1)(C)C)C(=NN3)C(=O)NC=3SC=C(N3)CN3CCC(CC3)N3CCCCC3 8-amino-N-[4-(1,4'-bipiperidin-1'-ylmethyl)-1,3-thiazol-2-yl]-4,4-dimethyl-4,5-dihydro-1H-pyrazolo[4,3-H]quinazoline-3-carboxamide